1-propyl-3-methylpyrrolidinium C(CC)[NH+]1CC(CC1)C